ClC1=NC2=C(C=C(C=C2C(=N1)N1C[C@@](CCC1)(O)C)F)F (R)-1-(2-chloro-6,8-difluoroquinazolin-4-yl)-3-methylpiperidin-3-ol